{[(4-methylbenzenesulfonyl)methyl]imino}methanide CC1=CC=C(C=C1)S(=O)(=O)CN=[CH-]